CC1=C(C=C(OCCNC(OC(C)(C)C)=O)C=C1)C(NC1(CC1)C1=C2C=CC=NC2=CC=C1)=O tert-butyl (2-(4-methyl-3-((1-(quinolin-5-yl)cyclopropyl)carbamoyl) phenoxy) ethyl)carbamate